(S)-2-amino-3-(4-(4-(4-(8-methyl-5,6-dihydro-11H-benzo-[5,6]cyclohepta[1,2-b]pyridin-11-ylidene)-piperidin-1-yl)-butoxy)phenyl)propionic acid trihydrochloride Cl.Cl.Cl.N[C@H](C(=O)O)CC1=CC=C(C=C1)OCCCCN1CCC(CC1)=C1C2=C(CCC=3C1=NC=CC3)C=C(C=C2)C